CS(=O)(=O)C=1C=C(C=CC1)C1=NN2C(=NC=3C=CC=CC3C2=N1)N[C@@H](C(=O)N)CC (2R)-2-({2-[3-(methylsulfonyl)phenyl][1,2,4]triazolo[1,5-c]quinazolin-5-yl}amino)butanamide